C1(CC1)NC1=C2C(=NC=C1C(=O)O)S[C@@H](N2CC(C(C)(C)O)F)C2=CC=CC=C2 (R)-7-(cyclopropylamino)-N-(2-fluoro-3-hydroxy-3-methylbutyl)-2-phenylthiazolo[5,4-b]Pyridine-6-carboxylic acid